COC(=O)C1=CC(=C2C=CNC2=C1)C=1N=C(C2=C(N1)C(=CS2)CS(=O)(=O)C)N2[C@@H](COCC2)C (R)-4-(4-(3-methylmorpholinyl)-7-((methylsulfonyl)methyl)thieno[3,2-d]pyrimidine-2-yl)-1H-indole-6-carboxylic acid methyl ester